N-Fmoc-L-isoleucine C(=O)(OCC1C2=CC=CC=C2C2=CC=CC=C12)N[C@@H]([C@@H](C)CC)C(=O)O